(R)-3-(methyl-d3)piperidin-3-ol C([C@@]1(CNCCC1)O)([2H])([2H])[2H]